NC(C)(C)C1=CC=C2CN(C(C2=C1)=O)C1=NC(=CC(=C1)C1=C(C=C(C#N)C=C1)C1=NN=CN1C)C1CC1 4-{2-[6-(2-Aminopropan-2-yl)-1-oxo-3H-isoindol-2-yl]-6-cyclopropylpyridin-4-yl}-3-(4-methyl-1,2,4-triazol-3-yl)benzonitrile